FC1=CC=C(CSC2=NC=3C(N(C=CC3)C(C(=O)O)CC)=N2)C=C1 (2-((4-fluorobenzyl)thio)-4H-imidazo[4,5-b]Pyridin-4-yl)butyric acid